N-(4-chlorophenyl)-2-(2-hydroxybenzyloxy)acetamide ClC1=CC=C(C=C1)NC(COCC1=C(C=CC=C1)O)=O